C1(CCCCC1)NC(OC1=CC(=C(C=C1)OC)C=1C=NC=C(C1)C=1SC=NN1)=O 3-(5-(1,3,4-thiadiazol-2-yl)pyridin-3-yl)-4-methoxyphenyl cyclohexylcarbamate